(R)-(1-(imidazo[1,2-a]pyridin-8-yl)propan-2-yl)carbamic acid tert-butyl ester C(C)(C)(C)OC(N[C@@H](CC=1C=2N(C=CC1)C=CN2)C)=O